NC1=C(C=C2C(=N1)C(C=1C(=CC=CC1O2)O)=O)OC2=CC=C(C=C2)N2C[C@@H](N(CC2)C(=O)OC(C)(C)C)C (S)-tert-butyl 4-(4-((2-amino-9-hydroxy-10-oxo-10H-chromeno[3,2-b]pyridin-3-yl)oxy)phenyl)-2-methylpiperazine-1-carboxylate